6-(1-(imidazo[1,2-a]pyridin-3-ylsulfonyl)piperidin-4-yl)-7-methyl-[1,2,4]triazolo[1,5-a]pyridine N=1C=C(N2C1C=CC=C2)S(=O)(=O)N2CCC(CC2)C=2C(=CC=1N(C2)N=CN1)C